ClC1=CC2=C(C(NC3=C(S2)C=CC(=C3)C(=O)NCC=3C=NC=NC3)=O)C=C1 3-chloro-11-oxo-N-(pyrimidin-5-ylmethyl)-10,11-dihydrodibenzo[b,f][1,4]thiazepine-8-carboxamide